P(=O)(OC[C@@H]1O[C@H](CC1)N1C(NC(C=C1)=O)=O)(OCCCCO)O.[K] potassium ((2R,3S,5R)-5-(2,4-dioxopyrimidin-1(2H)-yl)-tetrahydrofuran-2-yl)-methyl 4-hydroxybutyl hydrogen phosphate